FC=1C(=C2C(=NC1)NC=C2C=2N=C(C1=C(N2)N(C=C1)C)NC1C(C2CCC1CC2)C(=O)O)C (+/-)-trans-3-((2-(5-fluoro-4-methyl-1H-pyrrolo[2,3-b]pyridin-3-yl)-7-methyl-7H-pyrrolo[2,3-d]pyrimidin-4-yl)amino)bicyclo[2.2.2]octane-2-carboxylic acid